C(C)(=O)N1CCC(CC1)OC(CN1C(NC(C2=C1SC(=C2C)C=2OC=CN2)=O)=O)C2=C(C=CC=C2)OC 1-(2-((1-acetylpiperidin-4-yl)oxy)-2-(methoxyphenyl)ethyl)-5-methyl-6-(oxazol-2-yl)-2,4-dioxo-1,4-dihydrothieno[2,3-d]pyrimidin